2E,6Z,8E-decatrienoic acid N-([2S]-2-methylbutyl)amide C[C@H](CNC(\C=C\C=C\C=C/CCC)=O)CC